N-(6-amino-5-cyclopropyl-3-pyridyl)-2-[(2S,5R)-2-[1-[2-(dimethylamino)ethyl]indazol-5-yl]-5-methyl-1-piperidyl]-2-oxo-acetamide NC1=C(C=C(C=N1)NC(C(=O)N1[C@@H](CC[C@H](C1)C)C=1C=C2C=NN(C2=CC1)CCN(C)C)=O)C1CC1